C(C)(C)(C)OC(=O)N1C2=C(OCC1)C=CC(=C2)OC 6-Methoxy-2,3-dihydro-4H-benzo[b][1,4]oxazine-4-carboxylic acid tert-butyl ester